FC1CN2CCC1C2 3-fluoro-1-azabicyclo[2.2.1]heptane